triazolium phenyl-phosphate C1(=CC=CC=C1)OP(=O)([O-])[O-].[NH+]=1NN=CC1.[NH+]=1NN=CC1